5-amino-N-(tetrahydro-2H-pyran-4-yl)tetrahydro-2H-pyran-2-carboxamide hydrochloride Cl.NC1CCC(OC1)C(=O)NC1CCOCC1